2-hydroxy-4,4-diethoxybenzophenone OC1=C(C(=O)C2=CC=CC=C2)C=CC(C1)(OCC)OCC